N-(3-chloro-2-fluorophenyl)-7-methoxy-6-(piperidin-4-oxy)quinazolin-4-amine ClC=1C(=C(C=CC1)NC1=NC=NC2=CC(=C(C=C12)OC1CCNCC1)OC)F